NC1CCC(CC1)N1CCN(CC1)C(C)=S 1-(4-((1R,4R)-4-AMINOCYCLOHEXYL)PIPERAZIN-1-YL)ETHANE-1-THIONE